2-[(4-chloro-3-thiazol-2-yl-pyrrolo[2,3-b]pyridin-1-yl)methoxy]ethyl-trimethyl-silane ClC1=C2C(=NC=C1)N(C=C2C=2SC=CN2)COCC[Si](C)(C)C